ClC1=NC(=C2C(=N1)NN=C2)N(COC)C2CCCC2 6-chloro-N-cyclopentyl-N-(methoxymethyl)-1H-pyrazolo[3,4-d]pyrimidin-4-amine